5-(benzyloxy)-2-((3R,5S)-3,5-dimethylpiperazin-1-yl)pyrimidine C(C1=CC=CC=C1)OC=1C=NC(=NC1)N1C[C@H](N[C@H](C1)C)C